6'-Fluoro-2'-methyl-1'-oxo-1',2'-dihydro-9'H-8'-oxa-2',4',10a'-Triazaspiro[cyclobutane-1,10'-naphtho[2,1,8-cde]azulene] FC=1C=C2N=CC=3N(C(N4C5(COC(=C2C34)C1)CCC5)=O)C